BrC1=CC2=C(CN3[C@@H](CO2)CN(CC3)C(=O)OC(C)(C)C)N=C1OC([2H])([2H])[2H] tert-butyl (6aR)-3-bromo-2-[(2H3)methyloxy]-6a,7,9,10-tetrahydro-12H-pyrazino[2,1-c]pyrido[2,3-f][1,4]oxazepine-8(6H)-carboxylate